1-(6-(2-hydroxypropan-2-yl)-4-(methoxymethoxy)pyridin-2-yl)-1,2-dihydro-3H-pyrazolo[3,4-d]pyrimidin-3-one OC(C)(C)C1=CC(=CC(=N1)N1NC(C=2C1=NC=NC2)=O)OCOC